CC1=NC2=CC=CC=C2C(=C1)NC=1C=C(C(=O)NC2=CC(=CC=C2)OC2=CC=NC=C2)C=CC1 3-((2-methylquinolin-4-yl)amino)-N-(3-(pyridin-4-yloxy)phenyl)benzamide